morphine-d6 [H][C@@]1(C([C@@]23[C@H]4C=C[C@@H]([C@@H]2OC5=C(C=CC(=C35)C[C@H]4N1C([2H])([2H])[2H])O)O)([2H])[2H])[2H]